C1(CCCC1)C(CCC)N1N=CC(=C1)C=1C2=C(N=CN1)NC=C2 4-[1-(1-cyclopentylbutyl)-1H-pyrazol-4-yl]-7H-pyrrolo[2,3-d]-pyrimidine